ClC1=C(C=CC(=C1)Cl)[C@@H](C)NC1=CC(=NC=2N1N=CN2)N2CC(C2)[C@@H]2CN(CCC2)C[C@H](C)O (S)-1-((R)-3-(1-(7-(((R)-1-(2,4-dichlorophenyl)ethyl)amino)-[1,2,4]triazolo[1,5-a]pyrimidine-5-yl)azetidin-3-yl)piperidin-1-yl)propan-2-ol